S1C(=CC=C1)CC#N thiophene-acetonitrile